N-(4-chlorobenzyl)-4-(3-(pyridin-4-ylmethyl)ureido)benzamide ClC1=CC=C(CNC(C2=CC=C(C=C2)NC(=O)NCC2=CC=NC=C2)=O)C=C1